BrC=1C=C2C(NC=3N(C2=CC1)C(SC3C(=O)NC3=CC(=CC=C3)C)=S)=O 7-bromo-N-(3-methylphenyl)-5-oxo-1-thioxo-4,5-dihydro[1,3]thiazolo[3,4-a]quinazoline-3-carboxamide